2,2-bis[4-(2-trifluoromethyl-3-aminophenoxy)phenyl]hexafluoropropane FC(C1=C(OC2=CC=C(C=C2)C(C(F)(F)F)(C(F)(F)F)C2=CC=C(C=C2)OC2=C(C(=CC=C2)N)C(F)(F)F)C=CC=C1N)(F)F